FC(C1=CC=C(C=N1)NC(OC1=CC=C(C=C1)[N+](=O)[O-])=O)(F)F 4-Nitrophenyl (6-(trifluoromethyl)pyridin-3-yl)carbamate